C(C)C1N(CCNC1)C(=O)OC(C)(C)C Tert-butyl ethyl-piperazine-1-carboxylate